2-[[4-[5-(trifluoromethyl)-1,2,4-oxadiazol-3-yl]phenyl]-methyl]isooxazolidin-3-one FC(C1=NC(=NO1)C1=CC=C(C=C1)CN1OCCC1=O)(F)F